ClC=1C=CC(=C(OC2CCC3(CN(C3)C(=O)N3C[C@H](CC3)C3=NN=CN3)CC2)C1)S(=O)(=O)C [7-(5-Chloro-2-methylsulfonyl-phenoxy)-2-azaspiro[3.5]nonan-2-yl]-[(3S)-3-(4H-1,2,4-triazol-3-yl)pyrrolidin-1-yl]methanone